3-(4-n-octylphenyl)propanal C(CCCCCCC)C1=CC=C(C=C1)CCC=O